FC(C=1N=CC(=NC1)N[C@H]1CN(CC1)C(=O)C1=CC=C(C=C1)NC(C=C)=O)(F)F (R)-N-(4-(3-((5-(trifluoromethyl)pyrazin-2-yl)amino)pyrrolidine-1-carbonyl)phenyl)acrylamide